(2R,3R)-3-(3-(4-(4-fluoro-3-methoxybenzyloxy)phenyl)isoxazol-5-yl)-2-(2,4-difluorophenyl)-1-(1H-1,2,4-triazol-1-yl)butan-2-ol FC1=C(C=C(COC2=CC=C(C=C2)C2=NOC(=C2)[C@@H]([C@@](CN2N=CN=C2)(O)C2=C(C=C(C=C2)F)F)C)C=C1)OC